C1NCC12C[C@@H](CC2)N2CCOCC2 (R)-4-(2-azaspiro[3.4]oct-6-yl)morpholine